Cl.N1CCC(CC1)OC=1C=C2C(NC(=NC2=CC1)C1=NC=CC=C1)=O 6-(piperidin-4-yloxy)-2-pyridin-2-yl-3H-quinazolin-4-one hydrochloride